CC1=NC(=CC=C1C1=CC(COC1)=O)C=1N=NN(C1COC1OCCCC1)C 5-(2-methyl-6-{1-methyl-5-[(oxan-2-yloxy)methyl]-1H-1,2,3-triazol-4-yl}pyridin-3-yl)-3,6-dihydro-2H-pyran-3-one